C(CCC)OP(OCCCC)(O)=O di-n-butyl-phosphoric acid